C(C=C)C1=C2[C@@H](COC3(CCOCC3)C2=CC=C1)C (S)-5-allyl-4-methyl-2',3',5',6'-tetrahydrospiro[isochromane-1,4'-pyran]